[Nb+5].P(=O)([O-])([O-])[O-].[U+6] uranium phosphate niobium